N=1N=CN2C1C=CC(=C2)C2=CNC=1N=C(N=CC12)NC1C[C@@H]2[C@@H](CN(C2)C(C)=O)C1 1-((3aR,5s,6aS)-5-((5-([1,2,4]triazolo[4,3-a]pyridin-6-yl)-7H-pyrrolo[2,3-d]pyrimidin-2-yl)amino)hexahydrocyclopenta[c]pyrrol-2(1H)-yl)ethan-1-one